N1(C([2H])([2H])[2H])C(=O)N(C([2H])([2H])[2H])C=2N=C(N(C([2H])([2H])[2H])C2C1=O)[2H] caffeine-d10